C(C)(=O)O.CC(=CCNCC=C)C dimethyldiallylamine acetate